N-((S)-1-amino-3-(3-fluorophenyl)propan-2-yl)-3-(5-hydroxy-5-methyl-6-oxo-6,7-dihydro-5H-pyrrolo[2,3-d]pyrimidin-4-yl)benzamide NC[C@H](CC1=CC(=CC=C1)F)NC(C1=CC(=CC=C1)C=1C2=C(N=CN1)NC(C2(C)O)=O)=O